(S)-6-(3-((4-Methyl-4H-1,2,4-triazol-3-yl)methyl)oxetan-3-yl)-2-(3-((3-methyl-piperidin-1-yl)methyl)-5-vinylphenyl)isoindolin-1-one CN1C(=NN=C1)CC1(COC1)C1=CC=C2CN(C(C2=C1)=O)C1=CC(=CC(=C1)C=C)CN1C[C@H](CCC1)C